C(C=C)N1S(NCC=2C=C(C=3C(=CNC3C21)C#N)Cl)(=O)=O 1-allyl-6-chloro-1,3,4,9-tetrahydro-[1,2,6]thiadiazino[4,3-g]indole-7-carbonitrile 2,2-dioxide